Dimethyl(2-{5H,6H,7H,8H-thieno[3,2-b]oxepin-8-yl}ethyl)amine hydrochloride Cl.CN(CCC1C2=C(OCCC1)C=CS2)C